C(C)N(C(=O)NC=1C=C2C(=CNC2=CC1)C=1CCN(CC1)C(CC)CC)C(C)C N-ethyl-N-isopropyl-N'-(3-(1-(3-pentyl)-1,2,3,6-tetrahydropyridin-4-yl)-1H-indol-5-yl)urea